sodium 4-(piperidin-1-yl)thiophenol N1(CCCCC1)C1=CC=C(C=C1)S.[Na]